[3,5-dichloro-4-(3,3-dimethyl-2-oxo-indolin-5-yl)oxy-phenyl]-3,5-dioxo-1,2,4-triazine-6-carbonitrile ClC=1C=C(C=C(C1OC=1C=C2C(C(NC2=CC1)=O)(C)C)Cl)N1NC(NC(C1C#N)=O)=O